tert-butyl (3-((6-chloropyridazin-3-yl)amino)propyl)carbamate ClC1=CC=C(N=N1)NCCCNC(OC(C)(C)C)=O